C(C)N1C(N(C(C2=CC(=CC=C12)S(=O)(=O)NC(CC)(CC=O)C)=O)CC)=O 1,3-diethyl-N-(3-methyl-oxopentan-3-yl)-2,4-dioxoquinazoline-6-sulfonamide